N-[[3,5-bis(trifluoromethyl)phenyl]methyl]-6-(3,5-difluoroanilino)-3-methoxy-pyridine-2-carboxamide FC(C=1C=C(C=C(C1)C(F)(F)F)CNC(=O)C1=NC(=CC=C1OC)NC1=CC(=CC(=C1)F)F)(F)F